The molecule is a 3-(1-methylpyrrolidin-2-yl)pyridine in which the chiral centre has S-configuration. The naturally occurring and most active enantiomer of nicotine, isolated from Nicotiana tabacum. It has a role as a phytogenic insecticide, a teratogenic agent, a neurotoxin, an anxiolytic drug, a nicotinic acetylcholine receptor agonist, a biomarker, an immunomodulator, a mitogen, a peripheral nervous system drug, a psychotropic drug, a plant metabolite and a xenobiotic. It is a conjugate base of a (S)-nicotinium(1+). It is an enantiomer of a (R)-nicotine. CN1CCC[C@H]1C2=CN=CC=C2